FC1OC(OC1)=O 4-fluoro-1,3-dioxolan-2-on